BrCCCCCCCCO 8-bromo-1-octyl alcohol